N1(N=CC=C1)C1=CC=C(CN2N=CC3=C(C=CC(=C23)C(=O)N)C#CC)C=C1 1-(4-(1H-pyrazol-1-yl)benzyl)-4-(propane-1-yn-1-yl)-1H-indazole-7-carboxamide